2-(4-((2R,4s,6S)-2-cyano-7-((5-methoxy-7-methyl-1H-indol-4-yl)methyl)-7-azaspiro[3.5]nonan-6-yl)benzoyl)-2-azaspiro[3.3]heptane-6-carboxylic acid C(#N)C1CC2(C1)C[C@H](N(CC2)CC2=C1C=CNC1=C(C=C2OC)C)C2=CC=C(C(=O)N1CC3(C1)CC(C3)C(=O)O)C=C2